NC1=NNC2=C1C(=NC=C2C2=NC=C(C=C2)N2[C@H](CN(CC2)C)C)C2=CC=C(CNC(C1=C(C=CC(=C1)F)OC)=O)C=C2 (S)-N-(4-(3-amino-7-(5-(2,4-dimethylpiperazin-1-yl)pyridin-2-yl)-1H-pyrazolo[4,3-c]pyridin-4-yl)benzyl)-5-fluoro-2-methoxybenzamide